3-aminocrotonic acid stearyl ester C(CCCCCCCCCCCCCCCCC)OC(\C=C(\C)/N)=O